FC1=CC(=CC(=C1)[N+](=O)[O-])OC 1-fluoro-3-methoxy-5-nitro-benzene